5-vinylnaphthalen-2-ol C(=C)C1=C2C=CC(=CC2=CC=C1)O